5-(6-(6-(tert-butoxycarbonyl)-2,6-diazaspiro[3.3]heptan-2-yl)-2-methoxypyridin-3-yl)-6-chloro-1H-indole-3-carboxylic acid C(C)(C)(C)OC(=O)N1CC2(CN(C2)C2=CC=C(C(=N2)OC)C=2C=C3C(=CNC3=CC2Cl)C(=O)O)C1